2,5-bis(4-cyanophenyl)-1,4-bis(4-n-decylphenyl)-1,4-dihydropyrrolo[3,2-b]pyrrole C(#N)C1=CC=C(C=C1)C1=CC2=C(N1C1=CC=C(C=C1)CCCCCCCCCC)C=C(N2C2=CC=C(C=C2)CCCCCCCCCC)C2=CC=C(C=C2)C#N